tert-butyl 4-[4-[5-acetyl-3-[7-(difluoromethyl)-6-(1-methylpyrazol-4-yl)-3,4-dihydro-2H-quinolin-1-yl]-6,7-dihydro-4H-pyrazolo[4,3-c]pyridin-1-yl]-1-piperidyl]piperidine-1-carboxylate C(C)(=O)N1CC2=C(CC1)N(N=C2N2CCCC1=CC(=C(C=C21)C(F)F)C=2C=NN(C2)C)C2CCN(CC2)C2CCN(CC2)C(=O)OC(C)(C)C